2-(tert-butyl)-N-(2-methyl-4-(6-((1-methyl-1H-pyrazol-4-yl)amino)pyrimidin-4-yl)benzyl)thiazole-5-carboxamide C(C)(C)(C)C=1SC(=CN1)C(=O)NCC1=C(C=C(C=C1)C1=NC=NC(=C1)NC=1C=NN(C1)C)C